Benzyl (S)-2-(cyanomethyl)-4-(7-(8-cyanonaphthalen-1-yl)-8-fluoro-2-(((S)-1-methylpyrrolidin-2-yl)methoxy)quinazolin-4-yl)piperazine-1-carboxylate C(#N)C[C@@H]1N(CCN(C1)C1=NC(=NC2=C(C(=CC=C12)C1=CC=CC2=CC=CC(=C12)C#N)F)OC[C@H]1N(CCC1)C)C(=O)OCC1=CC=CC=C1